CN(CCCN(CCCCN(CCC(N(CCCCCCCCCCCCCC)CCCCCCCCCCCCCC)(CCCCCCCCCCCCCC)CCCCCCCCCCCCCC)C)C)C tetramethyl-tetramyristyl-spermine